4-(2,6-difluorobenzyl)-2-(4-((2-(1-hydroxyethyl)-4-methylthiazol-5-yl)oxy)phenyl)-2,4-dihydro-3H-1,2,4-triazol-3-one FC1=C(CN2C(N(N=C2)C2=CC=C(C=C2)OC2=C(N=C(S2)C(C)O)C)=O)C(=CC=C1)F